CC([C@H](C(=O)O)O)C (2R)-3-methyl-2-Hydroxybutyric acid